(R)-2-(7-(5-chloro-2-((tetrahydro-2H-pyran-4-yl)amino)pyrimidin-4-yl)-1-oxopyrrolo[1,2-a]pyrazin-2(1H)-yl)-N-((S)-1-(3-fluoro-5-methoxyphenyl)-2-hydroxyethyl)propionamide ClC=1C(=NC(=NC1)NC1CCOCC1)C=1C=C2N(C=CN(C2=O)[C@@H](C(=O)N[C@H](CO)C2=CC(=CC(=C2)OC)F)C)C1